ClC=1C=CC2=C(N(C3=C(CC2)C=CC=C3)C(CCNC/C=C/C(=O)OCC)=O)C1 ethyl (E)-4-{[3-(3-chloro-10,11-dihydro-5H-dibenzo[b,f]azepin-5-yl)3-oxopropyl]amino}but-2-enoate